[Pt].ClC1=C(C(N(C(N1CC#CC1=CC(=CC=C1)O)=O)C)=O)NC(=O)C1CCC1 N-(6-chloro-1-(3-(3-hydroxyphenyl)prop-2-yn-1-yl)-3-methyl-2,4-dioxo-1,2,3,4-tetrahydropyrimidin-5-yl)cyclobutanecarboxamide PLATINUM